[2,6-dimethoxy-4-(2-methyl-1-oxo-2,7-naphthyridin-4-yl)phenyl]methyl-N-(2-[4-(2-(2,6-dioxopiperidin-3-yl)-1,3-dioxoisoindol-5-yl)piperazin-1-yl]ethyl)azetidine-3-sulfonamide COC1=C(C(=CC(=C1)C1=CN(C(C2=CN=CC=C12)=O)C)OC)CN1CC(C1)S(=O)(=O)NCCN1CCN(CC1)C=1C=C2C(N(C(C2=CC1)=O)C1C(NC(CC1)=O)=O)=O